(±)-(1R,5S,7R)-7-(2-bromoethyl)spiro[bicyclo[3.2.0]heptane-6,2'-[1,3]dioxolan]-2-ol BrCC[C@@H]1[C@@H]2[C@@H](CC[C@@H]2C12OCCO2)O |&1:5|